C[Si](C)(C)O[Si](C)(CCCN)CCCN bis(3-aminopropyl)-tetramethyldisiloxane